C(C)(C)(C)N(C(O)=O)C1=C(C(=CC=C1F)C(NC1=C(C=CC(=C1)[N+](=O)[O-])Cl)=O)F.FC1(CCN(CC1)CC=1C=CC2=C(C=C(S2)B2OC(C(O2)(C)C)(C)C)C1)F 4,4-difluoro-1-[[2-(4,4,5,5-tetramethyl-1,3,2-dioxaborolan-2-yl)benzothien-5-yl]methyl]piperidine tert-butyl-(3-((2-chloro-5-nitrophenyl)carbamoyl)-2,6-difluorophenyl)carbamate